N-[(1R)-1-[3-amino-5-(trifluoromethyl)phenyl]ethyl]-1-(2-fluorophenyl)-4-(methanesulfonamido)-6-oxo-pyridazine-3-carboxamide NC=1C=C(C=C(C1)C(F)(F)F)[C@@H](C)NC(=O)C1=NN(C(C=C1NS(=O)(=O)C)=O)C1=C(C=CC=C1)F